(E)-N-((E)-4-(1-(4-(4-(7-(2-(2,6-dioxopiperidin-3-yl)-1-oxoisoindolin-4-yl)hept-6-yn-1-yl)piperazin-1-yl)benzoyl)piperidin-4-yl)but-2-en-1-yl)-3-(pyridazin-4-yl)acrylamide O=C1NC(CCC1N1C(C2=CC=CC(=C2C1)C#CCCCCCN1CCN(CC1)C1=CC=C(C(=O)N2CCC(CC2)C/C=C/CNC(\C=C\C2=CN=NC=C2)=O)C=C1)=O)=O